C(=O)(O)CC1C(C2C(C(C1C2)C(=O)O)C(=O)O)C(=O)O 6-(carboxymethyl)bicyclo[2.2.1]heptane-2,3,5-Tricarboxylic acid